CO[C@H]1[C@H]([C@H]2CC[C@@H](C1)N2C(=O)OC(C)(C)C)NC(C2=CC=CC=C2)(C2=CC=CC=C2)C2=CC=CC=C2 |r| tert-butyl rac-(1R,2S,3R,5S)-3-methoxy-2-(tritylamino)-8-azabicyclo[3.2.1]octane-8-carboxylate